BrC=1C(=CC(=NC1)C)OC(F)F 5-bromo-4-(difluoromethoxy)-2-methylpyridine